COC(C1=C(C=CC=C1)N1C[C@H](CC1)OC1=NC=C(C=C1)C(F)(F)F)=O (S)-2-(3-(5-(trifluoromethyl)pyridin-2-yloxy)pyrrolidin-1-yl)benzoic acid methyl ester